1-Hydroxyethane-1,1-diphosphonate disodium salt [Na+].[Na+].OC(C)(P([O-])(=O)[O-])P(O)(=O)O